7-(cyclopentyloxy)-6-methoxy-1-(2-(5-methyl-1H-indol-3-yl)ethyl)-3,4-dihydroisoquinoline-2(1H)-formaldehyde C1(CCCC1)OC1=C(C=C2CCN(C(C2=C1)CCC1=CNC2=CC=C(C=C12)C)C=O)OC